1,3-dimethoxy-2-[(1R,6R)-3-methyl-6-prop-1-en-2-ylcyclohexan-2-En-1-yl]-5-pentylbenzene COC1=C(C(=CC(=C1)CCCCC)OC)[C@@H]1C=C(CC[C@H]1C(=C)C)C